(4-methylamino-1,2-phenylene)bis(phenylsulfane) CNC1=CC(=C(C=C1)SC1=CC=CC=C1)SC1=CC=CC=C1